BrC1=C(N=C2N(C1=O)C=CS2)N[C@H]2CN(C[C@H](C2)C2=CC=C(C=C2)O)C 6-bromo-7-(((3R,5R)-5-(4-hydroxyphenyl)-1-methylpiperidin-3-yl)amino)-5H-thiazolo[3,2-a]pyrimidin-5-one